OC1=C(C=CC(=C1)O)C(C(C)C1=C(C=C(C=C1)O)O)C 4-[3-(2,4-Dihydroxyphenyl)butan-2-yl]benzene-1,3-diol